C(C)(C1=CC=C(C=C1)OC#N)C1=CC=C(C=C1)OC#N (ethane-1,1-diyl)di(4,1-phenylene) dicyanate